C1=CC=C2C(=C1)C(=C(N2)O)O DIHYDROXYINDOLE